C1(CC1)OC1=NC=C(C=C1NS(=O)(=O)C1=C(C=C(C=C1)F)F)C=1C=C2C(=NC=NC2=CC1)N1CCN(CC1)C(\C=C\C(C)=O)=O (E)-N-(2-cyclopropoxy-5-(4-(4-(4-oxopent-2-enoyl)piperazin-1-yl)quinazolin-6-yl)pyridin-3-yl)-2,4-difluoro-benzene-sulfonamide